1-vinyl-2,3,4,5,6-pentafluorobenzene C(=C)C1=C(C(=C(C(=C1F)F)F)F)F